N[C@@H]([C@H](C(=O)O)O)CC1=CC=CC=C1 (2R-3R)-3-(amino)-2-hydroxy-4-phenylbutyric acid